4-(2-Trifluoromethylphenyl)-6-methyl-1,6-dihydro-7H-pyrrolo[2,3-c]pyridin-7-one FC(C1=C(C=CC=C1)C=1C2=C(C(N(C1)C)=O)NC=C2)(F)F